(2,6-Dichloropyridin-3-yl)-1-((5-(difluoromethyl)-1H-pyrazol-3-yl)methyl)-1-(2-methoxypyrimidin-5-yl)urea ClC1=NC(=CC=C1NC(N(C=1C=NC(=NC1)OC)CC1=NNC(=C1)C(F)F)=O)Cl